4-methylmorpholin CN1CCOCC1